2-bromo-4-chloro-6-fluoro-1,1'-biphenyl-2',3,3',4',5,5'-d6 Acetonyl-carbamate C(C(=O)C)NC(O)=O.BrC1=C(C(=C(C(=C1[2H])Cl)[2H])F)C1=C(C(=C(C(=C1)[2H])[2H])[2H])[2H]